5-[cyclopropyl-(methyl)amino]pyridine-3-carboxylic acid methyl ester COC(=O)C=1C=NC=C(C1)N(C)C1CC1